2-Chloro-5-((3R,7S*)-9-((S*)-1-(4-(difluoromethoxy)phenyl)ethyl)-3,7-dimethyl-10-oxo-1,2,3,4,7,8,9,10-octahydropyrido[4',3':3,4]pyrazolo[1,5-a]pyrazine-2-carbonyl)benzonitrile ClC1=C(C#N)C=C(C=C1)C(=O)N1CC=2C(=NN3C2C(N(C[C@@H]3C)[C@@H](C)C3=CC=C(C=C3)OC(F)F)=O)C[C@H]1C |o1:21,23|